N-(5-(2-(4-methylbenzyl)-1-oxo-1,2-dihydroisoquinolin-7-yl)pyrimidin-2-yl)pentanamide CC1=CC=C(CN2C(C3=CC(=CC=C3C=C2)C=2C=NC(=NC2)NC(CCCC)=O)=O)C=C1